N-[4-(3-Cyanophenyl)-5-(2,6-dimethyl-4-pyridyl)thiazol-2-yl]-1,4-diazabicyclo[3.2.1]octan-4-carboxamid C(#N)C=1C=C(C=CC1)C=1N=C(SC1C1=CC(=NC(=C1)C)C)NC(=O)N1CCN2CCC1C2